FC1=CC2=C(C(=NO2)C2CCN(CC2)C(=O)C2=CC=C(C=C2)[C@@]2(C(NC(N2)=O)=O)CF)C=C1 (R)-5-{4-[4-(6-fluorobenzo[d]isoxazol-3-yl)piperidine-1-carbonyl]phenyl}-5-fluoromethylimidazolidine-2,4-dione